2-chloro-6-(2-methylprop-1-enyl)pyridine-3-carbonitrile ClC1=NC(=CC=C1C#N)C=C(C)C